COCCN(C=1N=C(C2=C(N1)C(=NC(=N2)N(CCOC)CCOC)N2CCC(CC2)S(=O)(=O)C)N2CCC(CC2)OC)CCOC N2,N2,N6,N6-tetrakis(2-methoxyethyl)-4-(4-methoxypiperidin-1-yl)-8-(4-(methylsulfonyl)piperidin-1-yl)pyrimido[5,4-d]pyrimidine-2,6-diamine